C(C=C)(=O)N1C[C@H](CC1)N1N=C(C(=C1N)C(=O)N)C#CC1=CC2=C(N(C=N2)C2CC2)C=C1Cl (S)-1-(1-Acryloylpyrrolidin-3-yl)-5-amino-3-((6-chloro-1-cyclopropyl-1H-benzo[d]imidazol-5-yl)ethynyl)-1H-pyrazole-4-carboxamide